2,5-dimethyl-Oxytoluene COC1=C(C)C=C(C=C1)OC